N1=CN=CC(=C1)N 5-pyrimidylamine